7-bromo-2,4,6-Trichloro-8-fluoroquinazoline BrC1=C(C=C2C(=NC(=NC2=C1F)Cl)Cl)Cl